tert-Butyl (5'S)-5'-methyl-7H-spiro[furo[3,4-b]pyridine-5,3'-pyrrolidine]-1'-carboxylate C[C@H]1CC2(CN1C(=O)OC(C)(C)C)OCC1=NC=CC=C12